tert-butyl 6-(aminomethyl)-1,2,3,4-tetrahydroisoquinoline-2-carboxylate NCC=1C=C2CCN(CC2=CC1)C(=O)OC(C)(C)C